5-methyl-2-pentyl-3-(2-amino-2-oxoethyl)-1H-indole CC=1C=C2C(=C(NC2=CC1)CCCCC)CC(=O)N